(E)-4-(((ethyl(methyl)amino)methylene)amino)-N,2,5-trimethyl-N-(3-(trifluoromethyl)benzyl)benzamide C(C)N(C)\C=N\C1=CC(=C(C(=O)N(CC2=CC(=CC=C2)C(F)(F)F)C)C=C1C)C